FC1=C(C=CC=C1\C=C\C(C)=O)CCC(=O)OCC ethyl (E)-3-(2-fluoro-3-(3-oxobut-1-en-1-yl)phenyl)propanoate